N-[2-(3-chlorophenyl)ethyl]-2-[1-[(4-methylphenyl)methyl]-5-oxopyrrolidine-2-yl]acetamide ClC=1C=C(C=CC1)CCNC(CC1N(C(CC1)=O)CC1=CC=C(C=C1)C)=O